2-(2-fluoro-3,4-dihydroxy-5-methoxyphenyl)-N-methyl-1-(3-methyloxetan-3-yl)-1H-benzo[d]imidazole-6-carboxamide FC1=C(C=C(C(=C1O)O)OC)C1=NC2=C(N1C1(COC1)C)C=C(C=C2)C(=O)NC